NCC=1C=CC(=C(C1)CN1N=CC=2N=C(N=C(C21)NCCCC)N)OC 1-{[5-(aminomethyl)-2-methoxyphenyl]methyl}-N7-butyl-1H-pyrazolo[4,3-d]pyrimidine-5,7-diamine